Methyl 1-oxo-benzothiophene-5-carboxylate O=S1C=CC2=C1C=CC(=C2)C(=O)OC